C(C)N1C[C@@H]([C@@H](CC1)NC1=C2C=C(N(C2=CC=C1)CC(F)(F)F)C1=NOC(=N1)CNC(=O)C1=CN(C=C1)CCF)F N-{[3-(4-{[(3S,4R)-1-ethyl-3-fluoropiperidin-4-yl]amino}-1-(2,2,2-trifluoroethyl)-1H-indol-2-yl)-1,2,4-oxadiazol-5-yl]methyl}-1-(2-fluoroethyl)-1H-pyrrole-3-carboxamide